3-fluoro-N-{4-fluoro-3-[5-(4-methylpiperazin-1-yl)-2H-pyrazolo[3,4-b]pyridin-2-yl]phenyl}azetidine-1-carboxamide FC1CN(C1)C(=O)NC1=CC(=C(C=C1)F)N1N=C2N=CC(=CC2=C1)N1CCN(CC1)C